N1N=CC(=C1)C(=O)O 4-pyrazoloic acid